4-{tert-butoxycarbonylamino}tetrahydropyran-4-carboxylic acid C(C)(C)(C)OC(=O)NC1(CCOCC1)C(=O)O